ClC1=CC=C(S1)COC1=C(C(=NN1)C1CN(CCN1)C(C(C)(C)C)=O)OC 1-(3-{5-[(5-chlorothiophen-2-yl)methoxy]-4-methoxy-1H-pyrazol-3-yl}piperazin-1-yl)-2,2-dimethylpropan-1-one